ClC1=NN2C(N=CC3=C2[C@](C[C@H]3C(=O)NC=3C=NC(=C(C3)Cl)N3N=CC=N3)(C3=NN(C=C3)C)C)=C1 cis-2-chloro-N-(5-chloro-6-(2H-1,2,3-triazol-2-yl)pyridin-3-yl)-8-methyl-8-(1-methyl-1H-pyrazol-3-yl)-7,8-dihydro-6H-cyclopenta[e]pyrazolo[1,5-a]pyrimidine-6-carboxamide